C1(CCCC2=CC=CC=C12)N 1,2,3,4-tetrahydronaphthalen-1-amine